ethyl 3-(2,6-difluorophenyl)-3-hydroxybutanoate FC1=C(C(=CC=C1)F)C(CC(=O)OCC)(C)O